4-(6-(4-aminopiperidin-1-yl)-4-ethoxy-3-(3-hydroxy-4-methoxyphenyl)pyridine-2-yl)-2-fluorobenzonitrile NC1CCN(CC1)C1=CC(=C(C(=N1)C1=CC(=C(C#N)C=C1)F)C1=CC(=C(C=C1)OC)O)OCC